(2R,4R)-tert-butyl 2-(((tert-butyldimethylsilyl)oxy)methyl)-4-(2-hydroxyethoxy)-pyrrolidine-1-carboxylate [Si](C)(C)(C(C)(C)C)OC[C@@H]1N(C[C@@H](C1)OCCO)C(=O)OC(C)(C)C